4-(diphenylamino)naphthalen-2-ol C1(=CC=CC=C1)N(C1=CC(=CC2=CC=CC=C12)O)C1=CC=CC=C1